BrC=1C(=NC=CC1)NC=NO N-(3-bromopyridin-2-yl)formamide oxime